ethyl 5-(benzyloxy)-4-bromo-2-methylbenzofuran-3-carboxylate C(C1=CC=CC=C1)OC=1C=CC2=C(C(=C(O2)C)C(=O)OCC)C1Br